(18R,23S)-23-(bis(2-(2-chloroacetylamino)ethyl)carbamoyl)-1-bromo-18-carboxy-2,7,16,21-tetraoxo-11,14-dioxa-3,8,17,22-tetraazahexacosane-26-oic acid ClCC(=O)NCCN(C(=O)[C@@H](NC(CC[C@@H](NC(COCCOCCNC(CCCNC(CBr)=O)=O)=O)C(=O)O)=O)CCC(=O)O)CCNC(CCl)=O